CN1S(CC2=NC=CC=C21)(=O)=O 1-methyl-1,3-dihydroisothiazolo[4,3-b]pyridine 2,2-dioxide